C(C)(C)(C)OC(=O)N[C@@H](CCC(N)=O)C(=O)OC(C)(C)C tert-butyl (tert-butoxycarbonyl)-L-glutaminate